C(C(C)C)(=O)NC=1C=C(C=CC1)C(F)(F)F 3-(isobutyrylamino)-1-trifluoromethylbenzene